CNC12N=CN([C@H]3[C@H](O)[C@H](O)[C@@H](CO)O3)C2=NC(=NC1=O)N 5-methylamino-guanosine